tert-Butyl 7-(2-(6-(((R)-2-methyl-3-((5-(methylthio)pyrimidin-2-yl)amino)propyl) amino)pyridin-3-yl)cyclopropane-1-carbonyl)-2,7-diazaspiro[3.5]nonane-2-carboxylate C[C@H](CNC1=CC=C(C=N1)C1C(C1)C(=O)N1CCC2(CN(C2)C(=O)OC(C)(C)C)CC1)CNC1=NC=C(C=N1)SC